1-p-methoxybenzyl-1,2,3,4,5,6,7,8-octahydroisoquinoline COC1=CC=C(CC2NCCC=3CCCCC23)C=C1